3-[1H-benzimidazol-2-yl-(5-fluoro-2-hydroxy-phenyl)methyl]-6-[4-(1-methyl-4-piperidinyl)phenyl]quinazolin-4-one, hydrochloride Cl.N1C(=NC2=C1C=CC=C2)C(N2C=NC1=CC=C(C=C1C2=O)C2=CC=C(C=C2)C2CCN(CC2)C)C2=C(C=CC(=C2)F)O